CC1=NN(C(=C1)C1=NSC=2C1=NC(=CC2C2OCCC(C2)C#N)N2[C@@H](COCC2)C)C2OCCCC2 {3-[3-methyl-1-(oxan-2-yl)-1H-pyrazol-5-yl]-5-[(3R)-3-methylmorpholin-4-yl]-[1,2]thiazolo[4,5-b]pyridin-7-yl}oxane-4-carbonitrile